[2-[2-[tert-butyl-(dimethyl)silyl]oxyethyl]-5-ethoxy-4-iodo-pyrazol-3-yl]methanol C(C)(C)(C)[Si](OCCN1N=C(C(=C1CO)I)OCC)(C)C